FC1=CC=C(C=C1)C=1C=C2C(=NC=NC2=C(C1)OC)N[C@@H]1[C@@H](CC2=CC=CC=C12)O (1S,2R)-1-[[6-(4-Fluorophenyl)-8-methoxy-quinazolin-4-yl]amino]indan-2-ol